CO[C@@H]1C[C@H](C1)[C@H](O)C1=CC=2C(=NC(=CC2)C2=CC=3C(N=C2)=NN(C3)C)S1 (S)-((trans)-3-methoxycyclobutyl)(6-(2-methyl-2H-pyrazolo[3,4-b]pyridin-5-yl)thieno[2,3-b]pyridin-2-yl)methanol